N-(4-(benzyloxy)-2-methylphenyl)-4-chloro-1-(1-isobutyrylpiperidin-4-yl)-1H-pyrazole-5-carboxamide C(C1=CC=CC=C1)OC1=CC(=C(C=C1)NC(=O)C1=C(C=NN1C1CCN(CC1)C(C(C)C)=O)Cl)C